(E)-5-(4-(2-(4-(2-(4-(1-(4-chlorophenyl)-2-phenylbut-1-en-1-yl)phenoxy)ethyl)piperazin-1-yl)ethyl)piperazin-1-yl)-2-(2,6-dioxopiperidin-3-yl)isoindoline-1,3-dione ClC1=CC=C(C=C1)\C(=C(/CC)\C1=CC=CC=C1)\C1=CC=C(OCCN2CCN(CC2)CCN2CCN(CC2)C=2C=C3C(N(C(C3=CC2)=O)C2C(NC(CC2)=O)=O)=O)C=C1